ClC1=CC(N(C(N1)=O)C(C)C)=O 6-chloro-3-isopropyl-pyrimidine-2,4-dione